3-[2-(benzyloxycarbonylamino)cyclobutoxy]propanoic acid C(C1=CC=CC=C1)OC(=O)NC1C(CC1)OCCC(=O)O